NC1=C2C=NNC(C2=CC=C1)=O 5-Amino-1,2-dihydrophthalazin-1-one